2-AMINO-6-IODOBENZALDEHYDE NC1=C(C=O)C(=CC=C1)I